6-{8-[(2-cyano-2-methylideneethyl)amino]-7-methoxynaphthalen-2-yl}-N-[2-(1H-imidazol-2-yl)ethyl]pyridine-2-carboxamide C(#N)C(CNC=1C(=CC=C2C=CC(=CC12)C1=CC=CC(=N1)C(=O)NCCC=1NC=CN1)OC)=C